1,1,3-trioxo-1,2-benzothiazole-6-carboxamide O=S1(NC(C2=C1C=C(C=C2)C(=O)N)=O)=O